COC(C([C@@H](C)O)=C)=O |r| racemic-methyl-3-hydroxy-2-methylene-butanoate